NCCCC[C@@H](C)N1C(=NC2=C1C(=CC=C2)N2C(N(CC2)C)=O)NC(=O)C=2C=C(C(=O)O)C=CC2 (R)-3-((1-(6-aminohexan-2-yl)-7-(3-methyl-2-oxoimidazolidin-1-yl)-1H-benzo[d]imidazol-2-yl)carbamoyl)benzoic acid